O=C1NC(CCC1C=1C=CC(=NC1)N1CCC(CC1)CC(=O)N1CCC(CC1)C)=O 1-(2-{1-[5-(2,6-DIOXOPIPERIDIN-3-YL)PYRIDIN-2-YL]PIPERIDIN-4-YL}ACETYL)-4-METHYLPIPERIDINE